4-(4-chloro-6-(isopropyl-(propyl)amino)pyridinylamino)-2-fluorobenzoic acid ClC1=CC(=NC(=C1)N(CCC)C(C)C)NC1=CC(=C(C(=O)O)C=C1)F